(E)-tetradec-7-ene-1,14-diol C(CCCCC\C=C\CCCCCCO)O